tert-butyl-3-(pyrrolidine-1-carbonyl)-6,7-dihydro-4H-pyrazolo[1,5-a]pyrazine C(C)(C)(C)C1=NN2C(CNCC2)=C1C(=O)N1CCCC1